3-[5-[3-(2-aminoethoxy)propyl]-3-methyl-2-oxo-2,3-dihydro-1H-1,3-benzodiazol-1-yl]piperidine-2,6-dione hydrochloride Cl.NCCOCCCC1=CC2=C(N(C(N2C)=O)C2C(NC(CC2)=O)=O)C=C1